4-(((Z)-3-cyclohexyl-5-((Z)-2,4-dichlorobenzylidene)-4-oxothiazolidin-2-ylidene)amino)benzenesulphonamide C1(CCCCC1)N1/C(/S\C(\C1=O)=C/C1=C(C=C(C=C1)Cl)Cl)=N/C1=CC=C(C=C1)S(=O)(=O)N